2,2-difluoroethyl (CIS)-2-((((CIS)-4-(3-fluorophenyl)cyclohexyl)oxy)methyl)-3-(4-methyl-1H-pyrazol-3-yl)piperidine-1-carboxylate FC=1C=C(C=CC1)[C@H]1CC[C@H](CC1)OC[C@@H]1N(CCC[C@@H]1C1=NNC=C1C)C(=O)OCC(F)F